(2S,4R)-4-(2-((3'-chloro-[1,1'-biphenyl]-4-yl)amino)-2-oxoethyl)-1-(2-methylbenzofuro[3,2-d]pyrimidin-4-yl)pyrrolidine ClC=1C=C(C=CC1)C1=CC=C(C=C1)NC(C[C@H]1CCN(C1)C=1C2=C(N=C(N1)C)C1=C(O2)C=CC=C1)=O